C(C1=CC=CC=C1)OC=1C=C2CCC(C(C2=CC1)(O)C1=CC=C(C=C1)N1CCC(CC1)C(OC)OC)(C1=CC=CC=C1)C 6-(benzyloxy)-1-(4-(4-(dimethoxymethyl)piperidin-1-yl)phenyl)-2-methyl-2-phenyl-1,2,3,4-tetrahydronaphthalen-1-ol